Cl.CC1=C(N=NC(=C1C)N[C@H]1CNCCC1)C1=C(C2=C(SC=C2)C=C1)O (R)-5-(4,5-dimethyl-6-(piperidin-3-ylamino)pyridazin-3-yl)benzo[b]thiophen-4-ol hydrochloride